3-[3-[3-methyl-1-(4-methyl-4H-1,2,4-triazol-3-yl)cyclobutyl]phenyl]-4-oxo-pyrido[1,2-a]pyrimidine-7-carbaldehyde CC1CC(C1)(C1=NN=CN1C)C=1C=C(C=CC1)C1=CN=C2N(C1=O)C=C(C=C2)C=O